(±)-4-(1-((5-methoxy-7-methyl-1H-indol-4-yl)methyl)-4-(oxetan-2-ylmethyl)piperazin-2-yl)benzoic acid COC=1C(=C2C=CNC2=C(C1)C)CN1C(CN(CC1)CC1OCC1)C1=CC=C(C(=O)O)C=C1